[Al].[Rb].[K].[Na].[Li] lithium sodium potassium rubidium aluminum